(R,6S)-6-methoxy-N'-(((S)-3-(methoxymethyl)-1,2,3,5,6,7-hexahydro-s-indacen-4-yl)carbamoyl)-6,7-dihydro-5H-pyrazolo[5,1-b][1,3]oxazine-3-sulfonimidamide CO[C@H]1CN2C(OC1)=C(C=N2)[S@@](=O)(N)=NC(NC2=C1[C@H](CCC1=CC=1CCCC21)COC)=O